5-(2-(4-(5-(difluoromethyl-1,3,4-oxadiazol-2-yl)benzyl)-2H-tetrazol-5-yl)-2-hydroxyphenyl)morpholine-4-carboxamide FC(F)C1=NN=C(O1)C=1C=CC=C(CN2NNN=C2C2(C(C=CC=C2)C2COCCN2C(=O)N)O)C1